C(N)(OC(C(C)OC(N)=O)C1=CC=CC=C1)=O 1-phenylpropane-1,2-diyl dicarbamate